O1C=CC2=C1C(=CC=C2)P(N(C)P(C2=CC=C(C=C2)[Si](CCCC)(CCCC)CCCC)C2=CC=C(C=C2)[Si](CCCC)(CCCC)CCCC)C2=CC=C(C=C2)[Si](CCCC)(CCCC)CCCC 1-(benzofuran-7-yl)-N-(bis(4-(tributylsilyl)phenyl)phosphaneyl)-N-methyl-1-(4-(tributylsilyl)phenyl)phosphanamine